rac-(5S)-5-ethyl-N-[rac-(3S)-5-methyl-4-oxo-2,3-dihydro-1,5-benzoxazepin-3-yl]-5,6,7,8-tetrahydro-[1,2,4]triazolo[1,5-a]pyridine-2-carboxamide C(C)[C@H]1CCCC=2N1N=C(N2)C(=O)N[C@H]2COC1=C(N(C2=O)C)C=CC=C1 |r|